5-benzyl-3a-hydroxyoctahydro-1H-pyrrolo[3,4-c]Pyridin-1-one C(C1=CC=CC=C1)N1CC2(C(CC1)C(NC2)=O)O